Cl.C(C)NC1=CC=CC=C1 N-ethyl-aniline hydrochloride